(S)-3-(5-(4-((1-(4-((1R,2S)-2-cyclohexyl-6-hydroxy-2-methyl-1,2,3,4-tetrahydronaphthalen-1-yl)phenyl)piperidin-4-yl)methyl)piperazin-1-yl)-1-oxoisoindolin-2-yl)piperidine-2,6-dione C1(CCCCC1)[C@]1([C@@H](C2=CC=C(C=C2CC1)O)C1=CC=C(C=C1)N1CCC(CC1)CN1CCN(CC1)C=1C=C2CN(C(C2=CC1)=O)[C@@H]1C(NC(CC1)=O)=O)C